2-aminomethyl-4-((perfluoroethyl)sulfonyl)morpholine NCC1CN(CCO1)S(=O)(=O)C(C(F)(F)F)(F)F